FC=1C=C(C=CC1F)C1=CN=C2N1C=CN=C2NC2=CC(=C(C=C2)NC(C)=O)C N-(4-((3-(3,4-difluorophenyl)imidazo[1,2-a]pyrazin-8-yl)amino)-2-methylphenyl)acetamide